1-(3-chloro-2-fluorophenyl)-5-methyl-1H-pyrazol-4-carboxamide ClC=1C(=C(C=CC1)N1N=CC(=C1C)C(=O)N)F